2-Amino-N-(benzo[d]thiazol-2-ylsulfonyl)-3-hydroxybutanamide NC(C(=O)NS(=O)(=O)C=1SC2=C(N1)C=CC=C2)C(C)O